COC=1C=CC(=C(C1)C1CC=2C=NN(C(C2CC1)=O)C1=NC=C(C=N1)C)C 6-(5-Methoxy-2-methylphenyl)-2-(5-methylpyrimidin-2-yl)-5,6,7,8-tetrahydrophthalazin-1(2H)-one